CN(C1=CC=C(CNCCNCC2=CC=C(C=C2)N(C)C)C=C1)C N,N'-Bis(4-dimethylaminobenzyl)-1,2-ethandiamin